N=1C=CN2C1C=C(C=C2)C2(CCCC2)C#N 1-imidazo[1,2-a]pyridin-7-yl-cyclopentanecarbonitrile